FC=1C=C(C=C(C1)OC)CN(CCO)CCO 2-{[(3-fluoro-5-methoxyphenyl)methyl](2-hydroxyethyl)amino}ethan-1-ol